3-cyano-2-(5-fluoro-2-(3-fluoro-1-methyl-1H-pyrazol-4-yl)phenyl)imidazo[1,2-a]pyridine-7-carboxylic acid C(#N)C1=C(N=C2N1C=CC(=C2)C(=O)O)C2=C(C=CC(=C2)F)C=2C(=NN(C2)C)F